(1S,2S)-N-(6-(7-(but-3-en-2-yl)-5-chloro-6-fluoro-1H-indazol-4-yl)imidazo[1,2-a]pyrazin-2-yl)-2-fluorocyclopropane-1-carboxamide CC(C=C)C=1C(=C(C(=C2C=NNC12)C=1N=CC=2N(C1)C=C(N2)NC(=O)[C@H]2[C@H](C2)F)Cl)F